C(C1=CC=CC=C1)N1CCC(CC1)C=1C(=C2CN(C(C2=CC1)=O)C1C(NC(CC1)=O)=O)Cl 3-(5-(1-benzylpiperidin-4-yl)-4-chloro-1-oxoisoindolin-2-yl)piperidine-2,6-dione